3,4,6-trimethoxy-1(3H)-isobenzofuranone COC1OC(C2=CC(=CC(=C12)OC)OC)=O